NCC(C(C(=O)O)O)O γ-amino-α,β-dihydroxybutanoic acid